2-Chloro-9-(pyridin-4-yl)-6-(3-(m-tolyl)-1H-pyrazol-1-yl)-9H-purine ClC1=NC(=C2N=CN(C2=N1)C1=CC=NC=C1)N1N=C(C=C1)C=1C=C(C=CC1)C